C1(CCC1)COC=1C=C(C=C(C1)F)C1=CC=C(C(=N1)N1[C@H](CC[C@H]1C)C)C(=O)NS(=O)(=O)C=1C(NC=CC1)=O 6-[3-(Cyclobutylmethoxy)-5-fluorophenyl]-2-[(2S,5R)-2,5-dimethylpyrrolidin-1-yl]-N-[(2-oxo-1H-pyridin-3-yl)sulfonyl]pyridin-3-carboxamid